C(C)(C)(C)OC(=O)C1=CC=C(C=C1)[C@@H]1CN(CCCC1C(=O)OCC)C(=O)OC(C)(C)C 1-(tert-butyl) 4-ethyl (3R)-3-(4-(tert-butoxycarbonyl)phenyl)azepane-1,4-dicarboxylate